2-(3,4-dichlorophenyl)-1-ethyl-4-oxo-6-[(2-oxo-1-piperidyl)methyl]pyridine-3-carboxylic acid ClC=1C=C(C=CC1Cl)C=1N(C(=CC(C1C(=O)O)=O)CN1C(CCCC1)=O)CC